CC1(C(CC1COC1OCCCC1)=C(CO)C)C 2-[2,2-dimethyl-3-(tetrahydropyran-2-yloxymethyl)cyclobutanylidene]propan-1-ol